4-oxo-3-phenyl-2-(pyridin-3-ylamino)-3,4-dihydroquinazoline-6-carbonitrile O=C1N(C(=NC2=CC=C(C=C12)C#N)NC=1C=NC=CC1)C1=CC=CC=C1